N-(2-cyclopropyl-4-iodo-5-methylphenyl)-3-(oxan-4-yl)-N-{7-oxo-6-[(3S)-oxolan-3-yl]-5H-pyrrolo[3,4-b]pyridin-2-yl}prop-2-ynamide C1(CC1)C1=C(C=C(C(=C1)I)C)N(C(C#CC1CCOCC1)=O)C1=CC=C2C(=N1)C(N(C2)[C@@H]2COCC2)=O